ClC1=NS(C2=C1C=C(C=C2)OC)(=O)=O 3-chloro-5-methoxy-1,2-benzothiazol 1,1-dioxide